C(C=C)(=O)OC12C(C3CC(CC(C1)C3)C2)CCC propyladamantyl acrylate